ClC1=C(C=C(C(=C1)F)N1C(N(C(=CC1=O)C(F)(F)F)C)=O)S(=O)(=O)Cl 2-chloro-4-fluoro-5-(3-methyl-2,6-dioxo-4-(trifluoromethyl)-3,6-dihydropyrimidin-1(2H)-yl)benzenesulfonyl chloride